2-((1r,2r)-1-(2-cyano-5-fluorophenyl)-1-(1-(2-methoxyethyl)-3-methyl-1H-pyrazol-4-yl)propan-2-yl)-5-hydroxy-N-(isoxazol-4-yl)-1-methyl-6-oxo-1,6-dihydropyrimidine-4-carboxamide C(#N)C1=C(C=C(C=C1)F)[C@@H]([C@@H](C)C=1N(C(C(=C(N1)C(=O)NC=1C=NOC1)O)=O)C)C=1C(=NN(C1)CCOC)C